C(C)(=O)O.C(=N)N formamidine compound with acetate